(R)-tert-butyl 1-(4-fluorophenyl)-4a-picolinoyl-4a,5,7,8-tetrahydro-1H-pyrazolo[3,4-g]isoquinoline-6(4H)-carboxylate FC1=CC=C(C=C1)N1N=CC2=C1C=C1CCN(C[C@]1(C2)C(C2=NC=CC=C2)=O)C(=O)OC(C)(C)C